trioctadecyl-2-hydroxy-1,2,3-propanetricarboxylic acid C(CCCCCCCCCCCCCCCCC)C(C(C(C(=O)O)(CCCCCCCCCCCCCCCCCC)CCCCCCCCCCCCCCCCCC)(C(=O)O)O)C(=O)O